CNC(C1=C(C=CC=C1)NC1=NC(=NC=C1C(F)(F)F)NC1=CC=C(C=C1)C=1N=NN(C1)C1CCNCC1)=O N-methyl-2-((2-((4-(1-(piperidin-4-yl)-1H-1,2,3-triazol-4-yl)phenyl)amino)-5-(trifluoromethyl)pyrimidin-4-yl)amino)benzamide